rac-(3R,5S)-5-(2-aminopyrimidin-5-yl)oxolan-3-yl N-isopropylcarbamate C(C)(C)NC(O[C@H]1CO[C@@H](C1)C=1C=NC(=NC1)N)=O |r|